4-(((2R,3R,4S,5R,6R)-3,4,5-triacetoxy-6-(acetoxymethyl)tetrahydro-2H-pyran-2-yl)oxy)butanoic acid C(C)(=O)O[C@H]1[C@@H](O[C@@H]([C@H]([C@@H]1OC(C)=O)OC(C)=O)COC(C)=O)OCCCC(=O)O